NCCOCCOCC(=O)O 2-[(2-amino)-ethoxy]-ethoxy-acetic acid